1-(pyridin-3-yl)-1H-pyrazole N1=CC(=CC=C1)N1N=CC=C1